SC(CS(=O)(=O)[O-])CS.[Na+] Sodium 2,3-dimercaptopropane-1-sulfonate